1-cyclopropyl-1H-pyrazole-5-boronic acid pinacol ester C1(CC1)N1N=CC=C1B1OC(C)(C)C(C)(C)O1